ClC1=NC=CC(=C1)C=1C=C(C(=O)OC)C=CC1C methyl 3-(2-chloropyridin-4-yl)-4-methylbenzoate